ClC=1C=CC=2N=CN=C(C2N1)NC1=CC(=C(C=C1)CC1=CC=2N(C=C1)N=CN2)C 6-chloro-N-(3-methyl-4-{[1,2,4]triazolo[1,5-a]pyridin-7-ylmethyl}phenyl)pyrido[3,2-d]pyrimidin-4-amine